O[C@@]1(CC[C@@H]2[C@H]3CC[C@]4(C(C3CCC2C1)[C@H]1[C@@H]([C@H]4C(CN4N=C(C=C4)C#N)=C=O)CCC1)C)C 1-(2-((2R,4aS,4bR,6aS,7R,7aS,8aR,8bR,8cR,10aR)-2-hydroxy-2,6a-dimethyloctadecahydrocyclopenta[4,5]cyclopenta[1,2-a]phenanthren-7-yl)-2-carbonylethyl)-1H-pyrazole-3-carbonitrile